COC(C1=C(C(=C(C=C1Cl)C(NCC1=CC(=CC=C1)OC)=O)N)Cl)=O 3-amino-2,6-dichloro-4-((3-methoxybenzyl)carbamoyl)benzoic acid methyl ester